5,10,15,20-tetra(4-ethynylphenyl)porphyrin copper [Cu].C(#C)C1=CC=C(C=C1)C=1C2=CC=C(N2)C(=C2C=CC(C(=C3C=CC(=C(C=4C=CC1N4)C4=CC=C(C=C4)C#C)N3)C3=CC=C(C=C3)C#C)=N2)C2=CC=C(C=C2)C#C